N-(2-Amino-1-(thiazol-2-yl)ethyl)-5-(5-(trifluoromethyl)pyridin-2-yl)-1H-pyrrole-2-carboxamide NCC(C=1SC=CN1)NC(=O)C=1NC(=CC1)C1=NC=C(C=C1)C(F)(F)F